3-[3-methyl-4-[3-(1-oxa-4,9-diazaspiro[5.5]undecan-4-yl)prop-1-ynyl]-2-oxo-benzimidazol-1-yl]piperidine CN1C(N(C2=C1C(=CC=C2)C#CCN2CCOC1(C2)CCNCC1)C1CNCCC1)=O